2-chloro-7-methyl-9-((tetrahydrofuran-2-yl)methyl)-7,9-dihydro-8H-purin-8-one ClC1=NC=C2N(C(N(C2=N1)CC1OCCC1)=O)C